ClC1=C(C=CC=C1)C1=CC(OC2=CC(=CC=C12)OC(C(=O)N1C[C@H](CCC1)C(=O)OCC)C)=O ethyl (3S)-1-[2-[4-(2-chlorophenyl)-2-oxo-chromen-7-yl]oxypropanoyl]piperidine-3-carboxylate